FC(C1=NN=C(S1)C1=CN=C2N1C=C(C=C2N2C[C@@H]1[C@H](C2)COC1)S(=O)(=O)NC1(CC1)C)F 3-(5-(difluoromethyl)-1,3,4-thiadiazol-2-yl)-N-(1-methylcyclopropyl)-8-((3aR,6aS)-tetrahydro-1H-furo[3,4-c]pyrrol-5(3H)-yl)imidazo[1,2-a]pyridine-6-sulfonamide